N-(1-(2-(cyclopropanesulfonamido)thiazol-4-yl)cyclopropyl)-4-(pyridin-3-yl)benzamide C1(CC1)S(=O)(=O)NC=1SC=C(N1)C1(CC1)NC(C1=CC=C(C=C1)C=1C=NC=CC1)=O